[Si](C1=CC=CC=C1)(C1=CC=CC=C1)(C(C)(C)C)OC1CCC2(CC(C2)C(=O)OC)CC1 methyl 7-[(tert-butyldiphenylsilyl)oxy]spiro[3.5]nonane-2-carboxylate